5-(((3s,4r)-4-fluoropyrrolidin-3-yl)oxy)-N-methylpyridineamide HCl salt Cl.F[C@H]1[C@H](CNC1)OC=1C=CC(=NC1)C(=O)NC